OC[C@H]1CC[C@@H]2COCC(N21)=O (6R,8aR)-6-(hydroxymethyl)tetrahydro-1H-pyrrolo[2,1-c][1,4]oxazin-4(3H)-one